O=C1NC(CCC1N1C(C2=CC=C(C=C2C1)CN[C@@H]1C[C@H](CCC1)C#N)=O)=O (1S,3S)-3-(((2-(2,6-dioxopiperidin-3-yl)-1-oxoisoindolin-5-yl)methyl)amino)cyclohexane-1-carbonitrile